dibenzo[b,d]thiophen C1=CC=CC=2SC3=C(C21)C=CC=C3